ClC1=C2C(=C(NC2=CC=C1F)C(=O)N1CCN(CC1)C(=O)C1COC1)F (4-chloro-3,5-difluoro-1H-indol-2-yl)(4-(oxetane-3-carbonyl)piperazin-1-yl)methanone